helium nitrogen dioxide [N+](=O)[O-].[He]